BrC1=CC=C(C=C1)C1=C(C#N)C(=CC(=N1)C1=C(C=CC=C1)Cl)O (4-bromophenyl)-6-(2-chlorophenyl)-4-hydroxynicotinonitrile